4-amino-1-ethyl-pyrimidin-2(1H)-one NC1=NC(N(C=C1)CC)=O